N-((7-bromoimidazo[1,5-a]pyridin-1-yl)methyl)-1-((6-cyclopropylimidazo[1,2-a]pyrimidin-2-yl)methyl)-1H-pyrazole-4-carboxamide BrC1=CC=2N(C=C1)C=NC2CNC(=O)C=2C=NN(C2)CC=2N=C1N(C=C(C=N1)C1CC1)C2